C1(=CCC1)C(=O)[O-] cyclobuteneAt